(3-amino-4-methylphenyl)methanol NC=1C=C(C=CC1C)CO